C[C@@H]1N[C@@H](C[C@H](C1)C1=CC=C(C=C1)C(F)(F)F)C=1N=NN(C1)C (2S,4S,6S)-2-methyl-6-(1-methyl-1H-1,2,3-triazol-4-yl)-4-(4-(trifluoromethyl)phenyl)piperidine